4-((4-(2-carboxyethyl)phenyl)amino)-4-oxobut-2-enoic acid C(=O)(O)CCC1=CC=C(C=C1)NC(C=CC(=O)O)=O